C(C)(C)(C)N1N=CC(=C1C(=O)NCCC1=CC=C(C=C1)C1=NOC(=N1)O)OC1=CC(=CC=C1)C(F)(F)F 1-(tert-butyl)-N-(4-(5-hydroxy-1,2,4-oxadiazol-3-yl)phenethyl)-4-(3-(trifluoromethyl)phenoxy)-1H-pyrazole-5-carboxamide